ClC=1C(=NC=CN1)C(C)N (3-chloropyrazin-2-yl)ethanamine